[6-bromo-3-fluoro-2-(hydroxymethyl)phenyl]methanol BrC1=CC=C(C(=C1CO)CO)F